2-(1H-1,3-benzodiazol-2-ylsulfanyl)-1-(2,6-dimethylpiperidin-1-yl)ethan-1-one N1C(=NC2=C1C=CC=C2)SCC(=O)N2C(CCCC2C)C